C(C)(C)(C)OC(=O)N[C@H]1CN(CC[C@@H]2N(C1=O)[C@@H](CC2)C(=O)OC)C(NC(C)C)=O methyl (5S,8S,10aR)-5-((tert-butoxycarbonyl)amino)-3-(isopropylcarbamoyl)-6-oxodecahydropyrrolo[1,2-a][1,5]diazocine-8-carboxylate